(5R,6R)-5-(1,2-dihydroxyethyl)-[3,3'-bioxazolidine]-2,2'-dione OC(CO)[C@H]1CN(C(O1)=O)N1C(OCC1)=O